1,2-dichloro-1,2,2-trifluoroethyl heptafluoropropyl ether FC(C(F)(F)OC(C(F)(F)Cl)(F)Cl)(C(F)(F)F)F